4-(((methyl-(2-(methylamino)ethyl)carbamoyl)oxy)methyl)benzene CN(C(=O)OCC1=CC=CC=C1)CCNC